9-bromo-8-methoxy-1-(2-thienyl)-5,6-dihydropyrrolo[2,1-a]isoquinoline-3-carboxylic acid BrC1=C(C=C2CCN3C(C2=C1)=C(C=C3C(=O)O)C=3SC=CC3)OC